OC1(OC(O)(O)O)CC(CC=C1O)\C=C\C(=O)CC(=O)\C=C\C1=CC=C(O)C(OC)=C1 tetrahydrotetrahydroxycurcumin